C(#N)C1(CC1)NS(=O)(=O)C=1C=C(C=2N(C1)C(=CN2)C=2SC(=NN2)C(F)F)N2C[C@H](N(CC2)C(C(C)C)=O)C (R)-N-(1-cyanocyclopropyl)-3-(5-(difluoromethyl)-1,3,4-thiadiazol-2-yl)-8-(4-isobutyryl-3-methylpiperazin-1-yl)imidazo[1,2-a]pyridine-6-sulfonamide